BrC=1C=C2C(=NC1)C(=CN2)I 6-bromo-3-iodo-1H-pyrrolo[3,2-b]pyridine